(S)-2-(5-(difluoromethoxy)-4-((6-oxo-5-(trifluoromethyl)-1,6-dihydropyridazin-4-yl)oxy)pentyl)-7-fluoro-6-(5-(trifluoromethyl)pyrimidin-2-yl)isoquinolin-1(2H)-one FC(OC[C@H](CCCN1C(C2=CC(=C(C=C2C=C1)C1=NC=C(C=N1)C(F)(F)F)F)=O)OC=1C=NNC(C1C(F)(F)F)=O)F